C(C)C1(NC(N(C(C1)=O)[C@@H]1CCOC2=CC=C(C=C12)C(=O)NC1C(C(C2=CC=CC=C12)(F)F)(C)C)=N)CC (4R)-4-(4,4-diethyl-2-imino-6-oxo-hexahydropyrimidin-1-yl)-N-(3,3-difluoro-2,2-dimethyl-indan-1-yl)chromane-6-carboxamide